N2-[(3R)-1-(5-chloropyridazin-3-yl)pyrrolidin-3-yl]-1,3,4-thiadiazole-2,5-diamine ClC=1C=C(N=NC1)N1C[C@@H](CC1)NC=1SC(=NN1)N